1,5-Dimethyl-3-(2-(tert-butylthio)phenyl)-pyrazol-4-ol CN1N=C(C(=C1C)O)C1=C(C=CC=C1)SC(C)(C)C